(E)-N-(4-(2-(3-cyano-6-(1-methyl-1H-pyrazol-4-yl)pyrazolo[1,5-a]pyridin-4-yl)vinyl)pyridin-2-yl)acrylamide C(#N)C=1C=NN2C1C(=CC(=C2)C=2C=NN(C2)C)/C=C/C2=CC(=NC=C2)NC(C=C)=O